2-((1s,4s)-4-(3-(6-(8-(benzo[d]thiazol-2-ylcarbamoyl)-3,4-dihydroisoquinolin-2(1H)-yl)-2-(tert-butoxycarbonyl)pyridin-3-yl)-2-methylphenoxy)cyclohexyl)acetic acid S1C(=NC2=C1C=CC=C2)NC(=O)C=2C=CC=C1CCN(CC21)C2=CC=C(C(=N2)C(=O)OC(C)(C)C)C=2C(=C(OC1CCC(CC1)CC(=O)O)C=CC2)C